N-((1S)-2-(6-fluoro-2,3-di-methylphenyl)-1-(5-oxo-4,5-dihydro-1,3,4-oxadiazol-2-yl)propyl)-3-isopropylpiperidine-1-sulfonamide FC1=CC=C(C(=C1C([C@@H](C=1OC(NN1)=O)NS(=O)(=O)N1CC(CCC1)C(C)C)C)C)C